4-chloro-1-(4-(3-(4-chlorophenoxy)benzyl)piperazine-1-carbonyl)-1H-pyrazole-3-carboxylic acid ClC=1C(=NN(C1)C(=O)N1CCN(CC1)CC1=CC(=CC=C1)OC1=CC=C(C=C1)Cl)C(=O)O